N-[(1H-benzotriazol-1-yl)-(dimethylamino)-methylene]-N-methylmethanaminium tetrafluoroborate F[B-](F)(F)F.N1(N=NC2=C1C=CC=C2)C(=[N+](C)C)N(C)C